6-(p-toluoyl)-2-naphthalenesulfonic acid sodium salt [Na+].C1(=CC=C(C=C1)C(=O)C=1C=C2C=CC(=CC2=CC1)S(=O)(=O)[O-])C